2,4,4,8-Tetramethyl-8-vinylbicyclo[3.3.1]non-2-ene CC=1C2C(CCC(C(C1)(C)C)C2)(C=C)C